(Z)-N'-cyclopentyl-N'-methyl-4-(1,4,4,4-tetrafluoro-3-(3,4,5-trichlorophenyl)but-1-en-1-yl)-2-(trifluoromethyl)benzoyl-hydrazine C1(CCCC1)N(NC(C1=C(C=C(C=C1)/C(=C/C(C(F)(F)F)C1=CC(=C(C(=C1)Cl)Cl)Cl)/F)C(F)(F)F)=O)C